5-chloro-2-((5-((4-ethylpiperazin-1-yl)methyl)pyridin-2-yl)amino)pyrimidine ClC=1C=NC(=NC1)NC1=NC=C(C=C1)CN1CCN(CC1)CC